N-(2-fluoro-4-(2,6-diazaspiro[3.3]heptan-2-yl)phenyl)-6-methoxy-2-methyl-2H-indazole-5-carboxamide FC1=C(C=CC(=C1)N1CC2(C1)CNC2)NC(=O)C2=CC1=CN(N=C1C=C2OC)C